8-(1-(2,2-difluoroethyl)-1H-pyrazolo[3,4-b]pyrazin-6-yl)-1-methyl-2-(4-(trifluoromethyl)pyridin-2-yl)-2,8-diazaspiro[4.5]decane FC(CN1N=CC=2C1=NC(=CN2)N2CCC1(CCN(C1C)C1=NC=CC(=C1)C(F)(F)F)CC2)F